C(C)C=1C(NC=2C=C(C=NC2C1)CN1C2(CC2)CN(CC1)C=1C=CC(=NC1)C(=O)NC)=O 5-(4-((7-ethyl-6-oxo-5,6-dihydro-1,5-naphthyridin-3-yl)methyl)-4,7-diazaspiro[2.5]oct-7-yl)-N-methylpyridineamide